tert-butyl (2S,5R)-4-((2-bromophenyl)(4-fluorophenyl) methyl)-2,5-dimethylpiperazine-1-carboxylate BrC1=C(C=CC=C1)C(N1C[C@@H](N(C[C@H]1C)C(=O)OC(C)(C)C)C)C1=CC=C(C=C1)F